C(C)S(=O)(=O)NC(C1=C(C=C(C=C1N1C[C@@H](N(CC1)CC=1N=NC=CC1)CF)CC(C)C)F)=O (R)-N-(ethylsulfonyl)-2-fluoro-6-(3-(fluoromethyl)-4-(pyridazin-3-ylmethyl)piperazin-1-yl)-4-isobutylbenzamide